N-(3-(4'-(2-oxo-2-(pyrrolidin-1-yl)ethoxy)-4,5,5',6'-tetrahydro-2H-spiro[furan-3,8'-pyrano[3,4-b]pyridin]-2'-yl)-1H-pyrrolo[2,3-c]pyridin-5-yl)acetamide O=C(COC1=C2C(=NC(=C1)C1=CNC3=CN=C(C=C31)NC(C)=O)C3(OCC2)COCC3)N3CCCC3